BrC=1C(=NC(=CC1)O)CCNC(OC(C)(C)C)=O tert-butyl N-[2-(3-bromo-6-hydroxy-2-pyridinyl)ethyl]carbamate